(1S,4S,5R)-5-[[5-cyclopropyl-3-(2,6-dichlorophenyl)-1,2-oxazole-4-carbonyloxy]-2-azabicyclo[2.2.1]heptan-2-yl]-1,3-benzothiazole-6-carboxylic acid C1(CC1)C1=C(C(=NO1)C1=C(C=CC=C1Cl)Cl)C(=O)O[C@@]12N(C[C@@H](CC1)C2)C=2C(=CC1=C(N=CS1)C2)C(=O)O